ClC=1C(=CC2=C(C[C@@](O2)([C@H]2NCCC2)C2=CC=CC=C2)C1C1=C(C=C2C=CC=NC2=C1F)C(=O)N)F (S)-7-((S)-5-Chloro-6-fluoro-2-phenyl-2-((S)-pyrrolidin-2-yl)-2,3-dihydrobenzofuran-4-yl)-8-fluoroquinoline-6-carboxamide